6-((1-((2-(trimethylsilyl)ethoxy)methyl)-1H-indazol-4-yl)methyl)-4H-thiazolo[5',4':4,5]Pyrrolo[2,3-d]Pyridazin-5(6H)-one C[Si](CCOCN1N=CC2=C(C=CC=C12)CN1N=CC2=C(C1=O)NC1=C2SC=N1)(C)C